3-(1-((5-chloro-1-methyl-1H-pyrazol-4-yl)sulfonyl)-1,2,3,6-tetrahydropyridin-4-yl)-2-methyl-2H-indazole ClC1=C(C=NN1C)S(=O)(=O)N1CCC(=CC1)C=1N(N=C2C=CC=CC12)C